SCCCOC1=CC=C(C=C1)C[C@H]1C(N([C@H](C(N1CCCS)=O)CC1=CC=C(C=C1)OCCCS)CCCS)=O (3S,6S)-3,6-bis[[4-(3-sulfanylpropoxy)phenyl]methyl]-1,4-bis(3-sulfanylpropyl)-piperazine-2,5-dione